NCC1CN(CCC1)C(=O)OC(C)(C)C tert-butyl 3-(aminomethyl)piperidine-1-carboxylate